The molecule is a proanthocyanidin consisting of two molecules of (+)-catechin joined by a bond between positions 4 and 8' in alpha-configuration. It can be found in red wine, in barley, in beer, in peach or in Jatropha macrantha, the Huanarpo Macho. It has a role as a metabolite, an antioxidant, an anti-inflammatory agent and an EC 2.3.1.48 (histone acetyltransferase) inhibitor. It is a hydroxyflavan, a proanthocyanidin, a biflavonoid and a polyphenol. It derives from a (+)-catechin. C1[C@@H]([C@H](OC2=C1C(=CC(=C2[C@H]3[C@@H]([C@H](OC4=CC(=CC(=C34)O)O)C5=CC(=C(C=C5)O)O)O)O)O)C6=CC(=C(C=C6)O)O)O